OC1=CC=C(C=C1)C(CCC)(C1=CC=C(C=C1)O)C1=CC=C(C=C1)O tris(4-hydroxyphenyl)butane